Methyl (S)-3-(5-(2,6-dichloro-4-fluorophenyl)quinolin-8-yl)-2-(2,6-difluoro benzamido)propanoate ClC1=C(C(=CC(=C1)F)Cl)C1=C2C=CC=NC2=C(C=C1)C[C@@H](C(=O)OC)NC(C1=C(C=CC=C1F)F)=O